4-{[4-(cyclobutyloxy)phenyl]methyl}-3-(β-D-glucopyranosyloxy)-5-methyl-1H-pyrazole C1(CCC1)OC1=CC=C(C=C1)CC=1C(=NNC1C)O[C@H]1[C@H](O)[C@@H](O)[C@H](O)[C@H](O1)CO